(ethoxycarbonylmethyl)dimethyl-sulfonium C(C)OC(=O)C[S+](C)C